8-methoxy-2-(trifluoromethyl)-3-[1-(3,3,3-trifluoropropyl)-1H-pyrazol-4-yl]-4H-pyrimido[1,2-b]pyridazin-4-one COC1=CC=2N(N=C1)C(C(=C(N2)C(F)(F)F)C=2C=NN(C2)CCC(F)(F)F)=O